C(C)OC1=CN=CC(=N1)C1=CC(=C(N)C=C1F)OC 4-(6-ethoxypyrazin-2-yl)-5-fluoro-2-methoxyaniline